COCCN=C(C1(CCCC1)O)C1=CC=CC=C1 1-(((2-methoxyethyl)imino)(phenyl)methyl)cyclopentan-1-ol